CN(C1=CC=C(C=C1)C1=C(C(=NN1)NC1=C(C=C(C=C1)O)C)F)C 4-((5-(4-(dimethylamino)phenyl)-4-fluoro-1H-pyrazol-3-yl)amino)-3-methylphenol